tert-butyl (((1R,5S,6r)-3-azabicyclo[3.1.0]hexan-6-yl)methyl)(tert-butoxycarbonyl)carbamate [C@H]12CNC[C@@H]2C1CN(C(OC(C)(C)C)=O)C(=O)OC(C)(C)C